(E)-3-(4-(3-(3-chlorophenyl-methyl)-1,2,4-oxadiazol-5-yl)phenyl)acrylic acid ClC=1C=C(C=CC1)CC1=NOC(=N1)C1=CC=C(C=C1)/C=C/C(=O)O